O=C1NC(CC[C@@H]1N1C(C2=CC=C(C=C2C1=O)NCC(=O)N1CCN(CC1)CCCOC1=CC=C(CNC2=C3N=CN(C3=NC=N2)C2CC(C2)NC(C2=NC(=CC=C2)C)=O)C=C1)=O)=O N-((1s,3s)-3-(6-((4-(3-(4-((2-(2,6-dioxopiperidin-3-yl)-1,3-dioxoisoindolin-5-yl)glycyl)piperazin-1-yl)propoxy)benzyl)amino)-9H-purin-9-yl)cyclobutyl)-6-methylpicolinamide